ClC1=CNC2=CC=C(C=C12)CNC([C@H](C)NC(=O)[C@@H]1N(C[C@H](C1)C1=CC=CC=C1)C(=O)OC(C)(C)C)=O tert-butyl (2R,4R)-2-(((S)-1-(((3-chloro-1H-indol-5-yl) methyl) amino)-1-oxopropan-2-yl) carbamoyl)-4-phenylpyrrolidine-1-carboxylate